bis(4-methylcyclohexane) dimethyl-1,4-cyclohexanedicarboxylate COC(=O)C1CCC(CC1)C(=O)OC.CC1CCCCC1.CC1CCCCC1